[1-[(4-Aminotetrahydropyran-4-carbonyl)amino]cyclopropyl]-3-fluoro-benzoic acid methyl ester hydrochloride Cl.COC(C1=C(C(=CC=C1)F)C1(CC1)NC(=O)C1(CCOCC1)N)=O